C[N+](C)(C)CCOC(=O)CCC(=O)OCC[N+](C)(C)C.O.O.[Cl-].[Cl-] The molecule is a hydrate that is the dihydrate form of succinylcholine chloride. It has a role as a muscle relaxant. It contains a succinylcholine chloride (anhydrous).